ClC1=CC2=C(N(CN=C2NC2CN(C2)C(C=C)=O)C=2C(=NC=CC2C)C(C)C)N=C1C1=C(C=CC=C1)F (M)-6-chloro-7-(2-fluorophenyl)-1-(4-methyl-2-(2-propanyl)-3-pyridinyl)-4-((1-(2-propenoyl)-3-azetidinyl)amino)pyrido[2,3-d]pyrimidin